NC1=C2C(N(C=NC2=CC(=C1)C=1C=C(C=2N(C1)C=C(N2)C)C#N)C2CCN(CC2)C(=O)OC(C)(C)C)=O tert-butyl 4-(5-amino-7-{8-cyano-2-methylimidazo[1,2-a]pyridin-6-yl}-4-oxoquinazolin-3-yl)piperidine-1-carboxylate